OC=1C=C(C=CC1C(=O)OC)N1CC2=CC=CC=C2CC1 2-(3-hydroxy-4-methoxycarbonylphenyl)-3,4-dihydroisoquinoline